N-[5-(1H-benzimidazol-2-yl)-1H-pyrazol-3-yl]-4-(2-hydroxyethoxy)-3-(trifluoromethyl)benzamide N1C(=NC2=C1C=CC=C2)C2=CC(=NN2)NC(C2=CC(=C(C=C2)OCCO)C(F)(F)F)=O